N1CC(C1)/C=C/C1=C(C=C(C=C1C)Cl)C1=C2C(=NC=C1)C=C(S2)CN2C(C1C(C1C2=O)(C)C)=O (E)-3-((7-(2-(2-(azetidin-3-yl)vinyl)-5-chloro-3-methylphenyl)thieno[3,2-b]pyridin-2-yl)methyl)-6,6-dimethyl-3-azabicyclo[3.1.0]hexane-2,4-dione